C(C(C)C)NC(=O)N1C(=NC2=C1C=CC(=C2)C=2C=NC=NC2)OC N-isobutyl-2-methoxy-5-(pyrimidin-5-yl)-1H-benzo[d]Imidazole-1-carboxamide